(2R)-2,3-dihydro-1H-indole-2-carboxylic acid N1[C@H](CC2=CC=CC=C12)C(=O)O